CC1=C(C=CC(=C1)C1=C(C(=O)[O-])C=C(C(=C1OC)OC(=O)OCCCCOC(C=C)=O)OC)C1=C(C(=O)[O-])C=C(C(=C1OC)OC(=O)OCCCCOC(C=C)=O)OC 2-methylbenzene-1,4-diylbis[4-({[4-(acryloyloxy) butoxy] carbonyl} oxy)-3,5-dimethoxy-benzoate]